N-butyl-4-(isobutylimino)-2-penten-2-amine C(CCC)NC(C)=CC(C)=NCC(C)C